C12CN(CC2N1)C(=O)[O-] 3,6-diazabicyclo[3.1.0]hexane-3-carboxylate